1-[3-(4-Chloro-2-methyl-2H-pyrazol-3-yl)-4-methoxy-phenyl]-3-(4-chloro-phenyl)-urea ClC1=C(N(N=C1)C)C=1C=C(C=CC1OC)NC(=O)NC1=CC=C(C=C1)Cl